C(C)OC(=O)C1=C(C=NN1C1=C(C=CC=C1C)C)C1CC1 4-cyclopropyl-1-(2,6-dimethylphenyl)-1H-pyrazole-5-carboxylic acid ethyl ester